(R)-4-((((9H-fluoren-9-yl)methoxy)carbonyl)amino)-3-((tert-butoxycarbonyl)amino)butanoic acid C1=CC=CC=2C3=CC=CC=C3C(C12)COC(=O)NC[C@@H](CC(=O)O)NC(=O)OC(C)(C)C